2-(1,3-dimethyl-8-(methylsulfanyl)-2,6-dioxo-2,3-dihydro-1H-purin-7(6H)-yl)acetonitrile CN1C(N(C=2N=C(N(C2C1=O)CC#N)SC)C)=O